CN(C(OC1=CC=NC=C1)=O)C 4-pyridyl N,N-dimethylcarbamate